2-(5-fluoro-2-pyridinyl)-6,6-dimethyl-3-(3-methylpyrazolo[1,5-a]pyridin-5-yl)-4,7-dihydropyrazolo[5,1-c][1,4]oxazine FC=1C=CC(=NC1)C1=NN2C(COC(C2)(C)C)=C1C1=CC=2N(C=C1)N=CC2C